6-((1S,4S)-2,5-diazabicyclo[2.2.1]heptan-2-yl)-N-(3-chloro-4-(2,2-difluoroethoxy)-2-fluorophenyl)pyrido[3,2-d]pyrimidin-4-amine [C@@H]12N(C[C@@H](NC1)C2)C=2C=CC=1N=CN=C(C1N2)NC2=C(C(=C(C=C2)OCC(F)F)Cl)F